1-[2-ethyl-7-({8-fluoro-2-methylimidazo[1,2-a]pyridin-6-yl}carbamoyl)indazol-4-yl]piperidin C(C)N1N=C2C(=CC=C(C2=C1)N1CCCCC1)C(NC=1C=C(C=2N(C1)C=C(N2)C)F)=O